O1N[C@@H](CC1)C=1C=C(N=NC1)C#N 5-[(3S)-isoxazolidin-3-yl]pyridazine-3-carbonitrile